C1(CCCCC1)N1C=NC(=C1C1=NC(=NC=C1)SC)C1=CC=C(C=C1)F 4-(1-Cyclohexyl-4-(4-fluorophenyl)-1H-imidazol-5-yl)-2-(methylsulfanyl)pyrimidine